C(CCCC)OC(CCCCCCC\C=C/CCCCCCCC)=O Amyloleat